C[Si](C(C)CC)(C(C)CC)Cl methyl-disecbutyl-silyl chloride